[Br-].[Br-].C(C(C)C)O[Zr+2]OCC(C)C diisobutoxyzirconium dibromide